tert-butyl N-methyl-N-(4-methyl-4-piperidyl)carbamate CN(C(OC(C)(C)C)=O)C1(CCNCC1)C